2-(7-(3-chlorophenyl)-2-(ethylsulfanyl)pyrazolo[1,5-a]pyrimidin-3-yl)-3-methyl-6-(trifluoromethyl)-3H-imidazo[4,5-b]pyridine ClC=1C=C(C=CC1)C1=CC=NC=2N1N=C(C2C2=NC=1C(=NC=C(C1)C(F)(F)F)N2C)SCC